ClC1=C(C=CC=C1Cl)N1CCN(CC1)CCC1CC(C1)NC(C(C)(C)O)=O N-(3-(2-(4-(2,3-dichlorophenyl)piperazin-1-yl)ethyl)cyclobutyl)-2-hydroxy-2-methylpropanamide